FC1=CC(=C(C=C1)C(\C=C(\C(=O)OCC)/O)=O)OCC(F)(F)F ethyl (2Z)-4-[4-fluoro-2-(2,2,2-trifluoroethoxy)phenyl]-2-hydroxy-4-oxobut-2-enoate